N-(4-(2-oxotetrahydrofuran-3-yl)thiazol-2-yl)cyclopropanesulfonamide O=C1OCCC1C=1N=C(SC1)NS(=O)(=O)C1CC1